FC(CO)(F)C=1C=C(C=CC1)[C@H](C)NC(=O)C=1C=C(C(=C2C=NN(C12)COCC[Si](C)(C)C)OC)N1CCN(CC1)C N-[(1S)-1-[3-(1,1-difluoro-2-hydroxyethyl)phenyl]ethyl]-4-methoxy-5-(4-methylpiperazin-1-yl)-1-{[2-(trimethylsilyl)ethoxy]methyl}-1H-indazole-7-carboxamide